6-(6-cyclopropyl-4-{2-[(3,3-difluoro-1-azetidinyl)carbonyl]-4-fluorophenyl}-2-pyridyl)-2-[(2-methoxyethylamino)methyl]-1,6-dihydro-1,4,6-triaza-7-indenone C1(CC1)C1=CC(=CC(=N1)N1C=NC=2C=C(NC2C1=O)CNCCOC)C1=C(C=C(C=C1)F)C(=O)N1CC(C1)(F)F